N1(CCCCCC1)C=1C2=C(N=C(N1)OC[C@]13CC(CN3C[C@@H]3[C@H]1C3)=C)C(=C(N=C2)C2=CC(=CC3=CC=C1C(=C23)CCC1)O)F 9-(4-(azepan-1-yl)-8-fluoro-2-(((1aS,6aS,6bR)-5-methylenehexahydrocyclopropa[a]pyrrolizin-6a(4H)-yl)methoxy)pyrido[4,3-d]pyrimidin-7-yl)-2,3-dihydro-1H-cyclopenta[a]naphthalen-7-ol